C(=O)(O)C=1C=C2C(=CNC2=CC1)CCNC(C)=O N-[2-(5-Carboxy-1H-indol-3-yl)ethyl]acetamide